C(CCCCCCCCCCCCC)(=O)OCC(C)OC(CCCCCCCCCCCCC)=O propylene bismyristate